FC(N1N=CC(=C1)I)F 1-difluoromethyl-4-iodo-1H-pyrazole